The molecule is an organosulfate oxoanion. It has a role as a xenobiotic. It is a conjugate base of a dodecyl hydrogen sulfate. CCCCCCCCCCCCOS(=O)(=O)[O-]